4-(2-(2-Aminopyridin-3-yl)-5-(3-(2-oxopyrrolidin-1-yl)phenyl)-3H-imidazo[4,5-b]pyridin-2-yl)pyridin-2-amine NC1=NC=CC=C1C1(NC=2C(=NC(=CC2)C2=CC(=CC=C2)N2C(CCC2)=O)N1)C1=CC(=NC=C1)N